2-propylamino-1,3-naphthoquinone C(CC)NC1C(C2=CC=CC=C2CC1=O)=O